CN1N=C2C=C(C(=CC2=C1)[N+](=O)[O-])OCC#C 2-Methyl-5-nitro-6-prop-2-ynyloxy-indazole